α,α'-Bis-(4-hydroxyphenyl)-p-di-isopropylbenzol OC1=CC=C(C=C1)C(C)(C)C1=CC=C(C=C1)C(C)(C)C1=CC=C(C=C1)O